N-(4-(2-hydroxypropan-2-yl)-1-methoxyisoquinolin-6-yl)-4-((8-methyl-2,3-dihydro-1H-pyrido[2,3-b][1,4]oxazin-7-yl)amino)-2-oxo-1,2-dihydropyridine-3-carboxamide OC(C)(C)C1=CN=C(C2=CC=C(C=C12)NC(=O)C=1C(NC=CC1NC1=C(C2=C(OCCN2)N=C1)C)=O)OC